tert-Butyl 9,9a-dihydroisobenzofuro[1,7-cd]azepine-8(2H)-carboxylate O1CC2=CC=CC3=C2C1CN(C=C3)C(=O)OC(C)(C)C